NC(=O)C1=CC=CC2=CN(N=C12)C1=CC=C(C[NH+]2CC3[NH2+]CCC3C2)C=C1 5-{4-[7-(aminocarbonyl)-2H-indazol-2-yl]benzyl}octahydropyrrolo[3,4-b]pyrrolediium